FC1=C(C=CC(=C1F)C(F)(F)F)C1C(=C(NC=2N1N=C(C2)CO)C)C(=O)NC=2C=C1C=CN=CC1=CC2 7-(2,3-difluoro-4-(trifluoromethyl)phenyl)-2-(hydroxymethyl)-N-(isoquinolin-6-yl)-5-methyl-4,7-dihydropyrazolo[1,5-a]pyrimidine-6-carboxamide